COC1=CC=C(C=N1)C1=CC=C2NC(C=3N(C2=C1)C(=NC3)C3=CC(=C(C=C3)N3CCNCC3)C(F)(F)F)=O 8-(6-methoxypyridin-3-yl)-1-(4-(piperazin-1-yl)-3-(trifluoromethyl)phenyl)imidazo[1,5-a]quinoxalin-4(5H)-one